C(C)(C)(C)OC(N[C@@H]1C[C@@H](CC1)OC1=C(C(=C(C=C1)C)OC)C1=CC(=NN1)NC1=NC=C(N=C1)C#N)=O ((1S,3R)-3-(2-(3-((5-cyanopyrazin-2-yl)amino)-1H-pyrazol-5-yl)-3-methoxy-4-methylphenoxy)cyclopentyl)carbamic acid tert-butyl ester